N-[6-(difluoromethyl)-2-pyridyl]-7-isopropoxy-2-(4-piperidyl)imidazo[1,2-a]pyridine-6-carboxamide HCl salt Cl.FC(C1=CC=CC(=N1)NC(=O)C=1C(=CC=2N(C1)C=C(N2)C2CCNCC2)OC(C)C)F